N[C@@]1(CN(CC1)C1=C(C=NC(=C1C1=CC(=CC(=C1)F)F)OCCO)C(=O)N[C@@H](C)C1CC1)C 4-[(3S)-3-amino-3-methylpyrrolidin-1-yl]-N-[(1S)-1-cyclopropylethyl]-5-(3,5-difluorophenyl)-6-(2-hydroxyethoxy)pyridine-3-carboxamide